6-(4-amino-7-bromo-2-iodo-1-methylpyrrolo[3,2-c]pyridin-3-yl)-2-methoxy-N-(2,2,2-trifluoroethyl)pyridine-3-carboxamide NC1=NC=C(C2=C1C(=C(N2C)I)C2=CC=C(C(=N2)OC)C(=O)NCC(F)(F)F)Br